C1CCN2CC(CCC12)N indolizidine-6-ylamine